bis(3,5-bis(trifluoromethyl)phenyl)(2,3,4,5,6-pentachlorophenyl)borane FC(C=1C=C(C=C(C1)C(F)(F)F)B(C1=C(C(=C(C(=C1Cl)Cl)Cl)Cl)Cl)C1=CC(=CC(=C1)C(F)(F)F)C(F)(F)F)(F)F